2-amino-6-borono-2-(2-(3-chlorophenoxy)ethyl)hexanoic acid NC(C(=O)O)(CCCCB(O)O)CCOC1=CC(=CC=C1)Cl